Ethyl-2-bromo-5-(4-cyclohexyl-3-fluorophenyl)-7-oxo-4,7-dihydropyrazolo[1,5-a]pyrimidine C(C)C=1C(=NN2C1NC(=CC2=O)C2=CC(=C(C=C2)C2CCCCC2)F)Br